fluoro-undecyl-sulfonate FCCCCCCCCCCCS(=O)(=O)[O-]